8-(6-tert-butylpyridin-3-yl)-7-ethenyl-2H,3H,4H,6H-pyrimido[2,1-b][1,3]thiazin-6-one C(C)(C)(C)C1=CC=C(C=N1)C=1N=C2SCCCN2C(C1C=C)=O